C(C)(C)(C)OC(=O)N[C@H](COC=1C(=C(C=CC1)C#CCCCC(=O)OC)F)CCC(N)=O Methyl 6-[3-[(2S)-2-[(tert-butoxycarbonyl)amino]-4-carbamoylbutoxy]-2-fluorophenyl]hex-5-ynoate